5'-(bromomethyl)-3'-(2-(trifluoromethyl)phenyl)-2',3'-dihydrospiro[cyclopropane-1,1'-indene] BrCC=1C=C2C(CC3(C2=CC1)CC3)C3=C(C=CC=C3)C(F)(F)F